(R)-6-(piperidin-3-ylamino)-N-(6-(o-tolyl)-5-(trifluoromethyl)pyridin-2-yl)pyridine-2-sulfonamide N1C[C@@H](CCC1)NC1=CC=CC(=N1)S(=O)(=O)NC1=NC(=C(C=C1)C(F)(F)F)C1=C(C=CC=C1)C